C[C@@H]([C@H]([C@H]([C@@H](C=O)O)O)O)O L(-)-fucose